FC1=C(C=C(C(=C1)F)F)C=1C(=C2N(N1)CCC2)C=2C=C1C=CC=NC1=CC2 6-(2-(2,4,5-Trifluorophenyl)-5,6-dihydro-4H-pyrrolo[1,2-b]pyrazol-3-yl)quinoline